tert-butyl 6-hydroxy-6-(1-methylcyclopropyl)-2-azaspiro[3.3]heptane-2-carboxylate OC1(CC2(CN(C2)C(=O)OC(C)(C)C)C1)C1(CC1)C